tert-butyl (2-(3-(2-(4,4-dimethylpiperidin-1-yl)acetamido)-4-methylthiophene-2-carboxamido)ethyl)carbamate CC1(CCN(CC1)CC(=O)NC1=C(SC=C1C)C(=O)NCCNC(OC(C)(C)C)=O)C